copper copper arsenate [As]([O-])([O-])([O-])=O.[Cu+2].[Cu+2]